C(COC1=CC=C(C=C1)C(C(=O)O)CC(=O)O)OC1=CC=C(C=C1)C(C(=O)O)CC(=O)O 2,2'-[Ethane-1,2-diylbis(oxybenzene-4,1-diyl)]dibutanedioic acid